OC1=C2C\C(\C(C2=CC=C1)=O)=C/C1=CC=C2C=CC=NC2=C1 (E)-4-hydroxy-2-(quinolin-7-ylmethylene)-2,3-dihydro-1H-inden-1-one